[C@H]1([C@@H](O)[C@@H](O)[C@H](O)[C@H](O1)CO)O[C@H]([C@@H](C=O)O)[C@H](O)[C@H](O)CO[C@@H]1[C@@H](O)[C@@H](O)[C@H](O)[C@H](O1)CO 3,6-di-O-(α-D-mannopyranosyl)-D-mannose